FC=1C=CC(=C(C1)NC(=O)NS(=O)(=O)F)C=C 5-fluoro-2-vinyl-N-[(phenylamino)carbonyl]sulfamoyl fluoride